FC1=CC=C(C=C1)N1CCN(CC1)CC[C@@H]1NC(C2(C1)CCN(CC2)C(=O)OC(C)(C)C)=O tert-butyl (R)-3-(2-(4-(4-fluorophenyl)piperazin-1-yl)ethyl)-1-oxo-2,8-diazaspiro[4.5]decane-8-carboxylate